ClC1=C(C(=O)O[C@@H](CC(=O)OCC)C)C=C(C(=C1)F)B1OC(C(O1)(C)C)(C)C [(1R)-3-ethoxy-1-methyl-3-oxo-propyl] 2-chloro-4-fluoro-5-(4,4,5,5-tetramethyl-1,3,2-dioxaborolan-2-yl)benzoate